NC1(CCOCC1)C(=O)O 4-AMINO-TETRAHYDRO-PYRAN-4-CARBOXYLIC ACID